FC=1C=C(C=CC1OC1=C2C(=NC=C1)NN=C2N[C@H](CO)CC)NC(=O)C=2C(N(C(N(C2)C(C)C)=O)C2=CC=C(C=C2)F)=O (S)-N-(3-fluoro-4-((3-((1-hydroxybutan-2-yl)amino)-1H-pyrazolo[3,4-b]pyridin-4-yl)oxy)phenyl)-3-(4-fluorophenyl)-1-isopropyl-2,4-dioxo-1,2,3,4-tetrahydropyrimidine-5-carboxamide